OCC1N(CCC1)CC1=C2C(=NC(=C1)C=1C=C3CN(C(C3=CC1)=O)C1C(NC(CC1)=O)=O)N(C=C2)C 3-(5-(4-((2-(hydroxymethyl)pyrrolidin-1-yl)methyl)-1-methyl-1H-pyrrolo[2,3-b]pyridin-6-yl)-1-oxoisoindolin-2-yl)piperidine-2,6-dione